FC1=C(C=C(C=C1)C1=NC=NC2=CC(=CC=C12)N1CCOCC1)C(O)C1=NC=NC=C1C [2-Fluoro-5-(7-morpholin-4-yl-quinazolin-4-yl)-phenyl]-(5-methyl-pyrimidin-4-yl)-methanol